diethylethane-1,2-diamine C(C)C(C(N)CC)N